α-pyridyl-N-tert-butylnitrone N1=C(C=CC=C1)C=[N+]([O-])C(C)(C)C